4-nitro-5-(4-pyridyl)thiophene-2-carboxylic acid [N+](=O)([O-])C=1C=C(SC1C1=CC=NC=C1)C(=O)O